S-4-chlorophenyl 2-chloro-2-oxoethanethioate ClC(C(SC1=CC=C(C=C1)Cl)=O)=O